OC(CCCCCCCC(=O)OC(CO)CO)C(CCCCCCO)O 1,3-dihydroxypropan-2-yl 9,10,16-trihydroxyhexadecanoate